7-chloro-N-[(1S)-1-cyclopropyl-2,2,2-trifluoroethyl]-4-oxo-1-(2,4,6-trifluorophenyl)-1,4-dihydro-1,8-naphthyridine-3-carboxamide ClC1=CC=C2C(C(=CN(C2=N1)C1=C(C=C(C=C1F)F)F)C(=O)N[C@H](C(F)(F)F)C1CC1)=O